N-(3,4-dichloro-2-fluorophenyl)-7-(1-methyl-1H-imidazol-4-yl)-6-(piperidin-4-yloxy)quinazolin-4-amine hydrobromide Br.ClC=1C(=C(C=CC1Cl)NC1=NC=NC2=CC(=C(C=C12)OC1CCNCC1)C=1N=CN(C1)C)F